C(C)N1CC2(OC3(CC3)C1=O)CCN(CC2)CCOC2=CC=CC=C2 12-Ethyl-8-(2-phenoxyethyl)-4-oxa-8,12-diazadispiro[2.1.5.3]tridecan-13-on